hydroxytricarboxybenzene OC1=C(C(=C(C=C1)C(=O)O)C(=O)O)C(=O)O